tert.-Octyl-imino-tris-(di-methylamino)-phosphorane C(C)(C)(CC(C)(C)C)N=P(N(C)C)(N(C)C)N(C)C